methyl (1R,3R,4S,5S)-4-(methylsulfonamido)-3-((((1s,4S)-4-phenylcyclohexyl)-oxy)methyl)-2-azabicyclo[3.2.0]heptane-2-carboxylate CS(=O)(=O)N[C@@H]1[C@@H](N([C@@H]2CC[C@H]12)C(=O)OC)COC1CCC(CC1)C1=CC=CC=C1